2,3-dihydro-1,4-benzodioxin-6-amine O1CCOC2=C1C=CC(=C2)N